C(C1=CC=CC=C1)OC(=O)NCCCC[C@H](NC([C@@H](NC(CCCNC(=O)OCC1=CC=CC=C1)=O)CCCCNC(=O)OCC1=CC=CC=C1)=O)C(=O)O N6-((benzyloxy)carbonyl)-N2-(N6-((benzyloxy)carbonyl)-N2-(4-(((benzyloxy)carbonyl)amino)butanoyl)-L-lysyl)-L-lysine